tert-butyl 4-[1-methyl-2-[3-(methylamino)-3-oxo-propyl]imidazol-4-yl]-3-oxo-piperazine-1-carboxylate CN1C(=NC(=C1)N1C(CN(CC1)C(=O)OC(C)(C)C)=O)CCC(=O)NC